C(C1=CC=CC=C1)(C1=CC=CC=C1)N1CC(C1)=C(CO)CC=C 2-(1-benzhydrylazetidin-3-ylidene)-4-penten-1-ol